ClC=1C(=NC=C(C1)C(F)(F)F)CC#N 2-(3-chloro-5-(trifluoromethyl)pyridin-2-yl)acetonitrile